N1=NC(=CC=C1)C(=O)[O-].[Li+].BrC1=CC=C(N1)C(C)=O 1-(5-bromo-1H-pyrrol-2-yl)ethan-1-one Lithium pyridazine-3-carboxylate